N=1C=C(N2C1C=CC=C2)C2=C(C(NC2=O)=O)C2=CN1C3=C(C=C(C=C23)NC(C)=O)CN(CC1)C(=O)N1CCCCC1 N-(7-(4-(imidazo[1,2-a]pyridin-3-yl)-2,5-dioxo-2,5-dihydro-1H-pyrrol-3-yl)-2-(piperidine-1-carbonyl)-1,2,3,4-tetrahydro-[1,4]diazepino[6,7,1-hi]indol-9-yl)acetamide